FC=1C=CC2=C(C(N=C2C1F)=O)C1=CC=C(C=C1)O 6,7-difluoro-3-(4-hydroxyphenyl)indol-2-one